4-(Azetidin-1-yl)-N-((1,2,3,5,6,7-hexahydro-s-indacen-4-yl)carbamoyl)butane-1-sulfonamide, Potassium Salt [K].N1(CCC1)CCCCS(=O)(=O)NC(NC1=C2CCCC2=CC=2CCCC12)=O